N-[2-[2-(dimethylamino)ethyl-methyl-amino]-4-methoxy-5-[[4-(1-methylindol-3-yl)pyrimidin-2-yl]amino]phenyl]-2-(hydroxymethyl)prop-2-enamide CN(CCN(C1=C(C=C(C(=C1)OC)NC1=NC=CC(=N1)C1=CN(C2=CC=CC=C12)C)NC(C(=C)CO)=O)C)C